C1(CCC1)CN1N=C(C=2CCCCC12)C(=O)NC1=C(C=NC=C1)F 1-(cyclobutylmethyl)-N-(3-fluoropyridin-4-yl)-4,5,6,7-tetrahydro-1H-indazole-3-carboxamide